5-Chloro-1-(4-(5-(difluoromethyl)-1,3,4-oxadiazol-2-yl)-2-fluorobenzyl)-3-(piperidin-4-yl)-1,3-dihydro-2H-benzo[d]imidazol-2-one ClC1=CC2=C(N(C(N2C2CCNCC2)=O)CC2=C(C=C(C=C2)C=2OC(=NN2)C(F)F)F)C=C1